1-methyl-2,3-dioxo-6-[4-(2-tetrahydropyran-4-yloxyethoxy)phenoxy]indoline-5-carboxylic acid CN1C(C(C2=CC(=C(C=C12)OC1=CC=C(C=C1)OCCOC1CCOCC1)C(=O)O)=O)=O